C(CCCCCCCCCCC)CCC(=S)OCC(COC(CCCCCCCCCCCCCC)=S)(COC(CCCCCCCCCCCCCC)=S)COC(CCCCCCCCCCCCCC)=S pentaerythritol tetrakis(3-lauryl thiopropionate)